(R)-5-(3-(2-methoxyethyl)-2-methyl-3H-imidazo[4,5-b]pyridin-5-yl)-N-(1,1,1-trifluoropropan-2-yl)pyrrolo[2,1-f][1,2,4]triazin-2-amine COCCN1C(=NC=2C1=NC(=CC2)C=2C=CN1N=C(N=CC12)N[C@@H](C(F)(F)F)C)C